CC1NCCCCC1 2-methyl-azepan